(m-tolyl)octahydrocyclopenta[b]pyrrole-2-carboxamide C1(=CC(=CC=C1)N1C2C(CC1C(=O)N)CCC2)C